N[C@@H](CC(=O)[O-])C(=O)OC METHYL ASPARTATE